N-(Morpholino(pyridin-3-yl)((2,4,4-trimethylpentan-2-yl)imino)-λ6-sulfaneylidene)-4-nitrobenzenesulfonamide O1CCN(CC1)S(=NS(=O)(=O)C1=CC=C(C=C1)[N+](=O)[O-])(=NC(C)(CC(C)(C)C)C)C=1C=NC=CC1